[N+](=O)([O-])C1=CC=C(O1)CN1CCN(CC1)C1=NC(=CC=C1)C(F)(F)F 1-[(5-Nitrofuran-2-yl)methyl]-4-[6-(trifluoromethyl)pyridin-2-yl]piperazine